O=C(C)C(C(C)=O)OC(C1=CC=CC=C1)=O benzoic acid 2,4-dioxopentan-3-yl ester